O=C1N(N=CC2=C(C=CC=C12)C(C=O)C)COCC[Si](C)(C)C 2-(1-oxo-2-((2-(trimethylsilyl)ethoxy)methyl)-1,2-dihydrophthalazin-5-yl)propanal